2-amino-2-(hydroxymethyl)butanamide NC(C(=O)N)(CC)CO